2-[2-(Dimethylamino)ethoxy]-4-(1H-pyrazol-4-yl)phenyl-2,3-dihydro-1,4-benzodioxin-2-carboxamide CN(CCOC1=C(C=CC(=C1)C=1C=NNC1)C1(COC2=C(O1)C=CC=C2)C(=O)N)C